(E)-4-[2-[[4-[[(7R)-8-cyclopentyl-7-ethyl-5-methyl-6-oxo-7H-pteridin-2-yl]amino]-3-methoxy-benzoyl]amino]ethyl-methyl-amino]but-2-enoic acid C1(CCCC1)N1[C@@H](C(N(C=2C=NC(=NC12)NC1=C(C=C(C(=O)NCCN(C/C=C/C(=O)O)C)C=C1)OC)C)=O)CC